2-Hydroxyethyl-(S,E)-(7-(dimethylamino)-1-((1-((4-isobutyl-1H-benzo[d]imidazol-2-yl)methyl)-2-oxo-1,2-dihydropyridin-3-yl)amino)-1,7-dioxohept-5-en-2-yl)carbamat OCCOC(N[C@H](C(=O)NC=1C(N(C=CC1)CC1=NC2=C(N1)C=CC=C2CC(C)C)=O)CC\C=C\C(=O)N(C)C)=O